FC12C(CN(C1)C(=O)[O-])CNC2 3a-fluoro-3,4,6,6a-tetrahydro-1H-pyrrolo[3,4-c]pyrrole-5-carboxylate